tert-butyl ((R)-1-(((S)-1-(((1-aminoisoquinolin-6-yl)methyl)amino)-1-oxopropan-2-yl)(methyl)amino)-1-oxo-4-(3-(trifluoromethyl)phenyl)butan-2-yl)carbamate NC1=NC=CC2=CC(=CC=C12)CNC([C@H](C)N(C([C@@H](CCC1=CC(=CC=C1)C(F)(F)F)NC(OC(C)(C)C)=O)=O)C)=O